C(C)OC(CC1=CC=CC2=C3C=CC=CC3=CN=C12)=O phenanthridine-4-acetic acid ethyl ester